ClC1=CC(=CC(=N1)N1CCN(CC1)S(=O)(=O)C1=CC=C(C=C1)C1=C(C(=O)N)C=CC=C1)C(F)(F)F [4-[4-[6-chloro-4-(trifluoromethyl)-2-pyridyl]piperazin-1-yl]sulfonylphenyl]benzamide